ClC1=C(C(=NC(=N1)S(=O)(=O)C)NC1=NN(C(=C1)C)C1OCCCC1)C1CC1 6-chloro-5-cyclopropyl-N-(5-methyl-1-(tetrahydro-2H-pyran-2-yl)-1H-pyrazol-3-yl)-2-(methylsulfonyl)pyrimidin-4-amine